2-(pyrrolidin-1-ylmethyl)pyridin N1(CCCC1)CC1=NC=CC=C1